CC(CC#N)CCC=C(C)C 3,7-Dimethyloct-6-ennitril